OCCO\N=C(/C)\C1=NC(=NN1)C1=C(C2=NC(=C(C=C2N1C)Cl)OC)N1C=NC=C1 (E)-1-(3-(6-chloro-3-(1H-imidazol-1-yl)-5-methoxy-1-methyl-1H-pyrrolo[3,2-b]pyridin-2-yl)-1H-1,2,4-triazol-5-yl)ethan-1-one O-(2-hydroxyethyl) oxime